methyl-N-phenyl-8-(pyridin-3-yl)-[1,2,4]triazolo[4,3-a]quinazolin-5-amine CC1=NN=C2N1C1=CC(=CC=C1C(=N2)NC2=CC=CC=C2)C=2C=NC=CC2